COC=1C=C(OC2=CC(=NC3=CC=CC=C23)C)C=C(C1)N1N=CC=C1 4-(3-methoxy-5-(1H-pyrazol-1-yl)phenoxy)-2-methylquinoline